3-bromo-2-((2-(trimethylsilyl)ethoxy)methyl)-2H-indazole BrC=1N(N=C2C=CC=CC12)COCC[Si](C)(C)C